C(C)(C)(C)OC(NC=1SC2=C(N1)C=CC=C2)=O Benzothiazol-2-yl-carbamic acid tert-butyl ester